C[C@@H]1[C@H]([C@@H]([C@H]([C@H](O1)OP(=O)([O-])OP(=O)([O-])OC/C=C(/C)\\CC/C=C(/C)\\CC/C=C(/C)\\CC/C=C(/C)\\CC/C=C(/C)\\CC/C=C(/C)\\CC/C=C(/C)\\CC/C=C(\\C)/CC/C=C(\\C)/CC/C=C(\\C)/CCC=C(C)C)NC(=O)C)O)NC(=O)C The molecule is an organophosphate oxoanion obtained by deprotonation of the diphosphate OH groups of N,N'-diacetyl-alpha-D-bacillosaminyl-tritrans,heptacis-undecaprenyl diphosphate; major species at pH 7.3. It is a conjugate base of a N,N'-diacetyl-alpha-D-bacillosaminyl-tritrans,heptacis-undecaprenyl diphosphate.